6-(3-Methylimidazo[4,5-c]pyridin-7-yl)-3-(4-morpholinoanilino)-5-(oxetan-3-yl)pyrazine-2-carboxamide CN1C=NC2=C1C=NC=C2C2=C(N=C(C(=N2)C(=O)N)NC2=CC=C(C=C2)N2CCOCC2)C2COC2